1-(3'-mercaptopropylthio)-2,3-dimercaptopropane SCCCSCC(CS)S